C(C1=CC=CC=C1)OC(=O)N[C@H]1CN(C[C@H]1CC)C(=O)OC(C)(C)C tert-butyl (3R,4R)-3-(((benzyloxy)carbonyl)amino)-4-ethylpyrrolidine-1-carboxylate